3-(5-ethyl-1,3-thiazol-2-yl)-5-[(3-fluoro-1-methylazetidin-3-yl)methoxy]-N-{(1R)-1-[6-(trifluoromethyl)pyridin-3-yl]ethyl}benzamide C(C)C1=CN=C(S1)C=1C=C(C(=O)N[C@H](C)C=2C=NC(=CC2)C(F)(F)F)C=C(C1)OCC1(CN(C1)C)F